7-bromo-2H-pyrido[3,2-d][1,3]oxazine-2,4(1H)-dione BrC1=CC=2NC(OC(C2N=C1)=O)=O